O[C@@H](CN1C(NC2=NC=C(C=C21)C2=CC=C(C=C2)OC)=O)CC (R)-1-(2-hydroxybutyl)-6-(4-methoxyphenyl)-3H-imidazo[4,5-b]pyridin-2-one